C(C(C)=NO)CC1=CC=C(C=C1)S(=O)(=O)O acetonyl-p-toluenesulfonic acid oxime